6-(4-chloro-3-pyridinyl)-2-[(4-fluorophenoxy)methyl]imidazo[1,2-a]pyrimidine ClC1=C(C=NC=C1)C=1C=NC=2N(C1)C=C(N2)COC2=CC=C(C=C2)F